COC=1C=C(C=CC1NCC#CC=1N(C2=CC=CC(=C2C1)NC1CCC(CC1)N(C)CCOC)CC(F)(F)F)S(=O)(=O)N 3-methoxy-4-((3-(4-(((1S,4S)-4-((2-methoxyethyl)(methyl)amino)cyclohexyl)amino)-1-(2,2,2-trifluoroethyl)-1H-indol-2-yl)prop-2-yn-1-yl)amino)benzenesulfonamide